(3-(6-fluoro-3,4-dihydroisoquinolin-2(1H)-yl)benzo[d]isothiazol-7-yl)-3,3-dimethylbutyramide FC=1C=C2CCN(CC2=CC1)C1=NSC2=C1C=CC=C2C(C(=O)N)C(C)(C)C